tert-butyl 4-(thien-2-yl)-6-azaspiro[2.5]octane-6-carboxylate S1C(=CC=C1)C1C2(CC2)CCN(C1)C(=O)OC(C)(C)C